5-(4-(hexyloxy)-1,2,5-thiadiazol-3-yl)-1-methyl-1-(1-((3-methylbutanoyl)oxy)ethyl)-1,2,3,6-tetrahydropyridin-1-ium iodide [I-].C(CCCCC)OC=1C(=NSN1)C1=CCC[N+](C1)(C(C)OC(CC(C)C)=O)C